ClC=1N=CC(=NC1)N1[C@@H]2CC3CC(C[C@@H]1C3)(C2)NC=O N-((1R,3S,5s,7s)-2-(5-chloropyrazin-2-yl)-2-azaadamantan-5-yl)formamide